Tert-butyl (2-(2-methoxyquinolin-8-yl)ethyl)carbamate COC1=NC2=C(C=CC=C2C=C1)CCNC(OC(C)(C)C)=O